CC1=NN(C2=CC=CC(=C12)C#CCO[C@H]1CNCC1)C1CNCCC1 3-(3-methyl-4-(3-(((R)-pyrrolidin-3-yl)oxy)prop-1-yn-1-yl)-1H-indazol-1-yl)piperidine